1H-imidazol-1-yl-cyclohexanol N1(C=NC=C1)C1(CCCCC1)O